OC(C)(C)C=1OC(=CN1)C(=O)N1[C@@H](C2=C(CC1)NC=N2)C=2OC1=C(N2)C(=CC=C1)C (S)-(2-(2-hydroxypropan-2-yl)oxazol-5-yl)(4-(4-methylbenzo[d]oxazol-2-yl)-6,7-dihydro-1H-imidazo[4,5-c]pyridin-5(4H)-yl)methanone